2-(tert-butylamino)-5-methyl-4-(4'-methyl-[1,1'-biphenyl]-4-yl)-6H-1,3-oxazin-6-one C(C)(C)(C)NC=1OC(C(=C(N1)C1=CC=C(C=C1)C1=CC=C(C=C1)C)C)=O